methyl 2-[(1S,4S,5R)-5-[[4-cyclopropyl-1-(2,6-dichlorophenyl)-1H-1,2,3-triazol-5-yl]methoxy]-2-azabicyclo[2.2.1]heptan-2-yl]-4-[(3S)-oxolan-3-yloxy]-1,3-benzothiazole-6-carboxylate C1(CC1)C=1N=NN(C1CO[C@H]1[C@@H]2CN([C@H](C1)C2)C=2SC1=C(N2)C(=CC(=C1)C(=O)OC)O[C@@H]1COCC1)C1=C(C=CC=C1Cl)Cl